tert-butyl N-[1-[5-[5-[(1R)-1-(3,5-dichloro-4-pyridyl)ethoxy]-1-tetrahydropyran-2-yl-indazol-3-yl]-3-fluoro-2-pyridyl]-3-methyl-azetidin-3-yl]carbamate ClC=1C=NC=C(C1[C@@H](C)OC=1C=C2C(=NN(C2=CC1)C1OCCCC1)C=1C=C(C(=NC1)N1CC(C1)(C)NC(OC(C)(C)C)=O)F)Cl